OC=1C=C(C=C2C=CC=NC12)C(=O)O 8-Hydroxyquinoline-6-carboxylic acid